2-(2,6-dioxo-3-piperidinyl)-4-(4-piperidinylamino)-1H-Isoindole-1,3(2H)-dione O=C1NC(CCC1N1C(C2=CC=CC(=C2C1=O)NC1CCNCC1)=O)=O